N-[(6-Amino-2-pyridyl)sulfonyl]-6-tert-butyl-2-[(3S)-3-phenyl-1-piperidyl]pyridin-3-carboxamid NC1=CC=CC(=N1)S(=O)(=O)NC(=O)C=1C(=NC(=CC1)C(C)(C)C)N1C[C@@H](CCC1)C1=CC=CC=C1